2,5-dimethyl-2,5-di(t-butylperoxy)hexyn CC(C)(C#CC(C)(OOC(C)(C)C)C)OOC(C)(C)C